S1C(=CC=C1)[P]C=1SC=CC1 bis(thiophen-2-yl)phosphorus